(R)-diethyl 2-methyl-4-(5-(5-methyl-4-(2-oxo-2,3-dihydrobenzo[d]oxazol-5-ylamino)pyrimidin-2-ylamino)pyridin-2-yl)piperazin-1-ylphosphonate C[C@H]1N(CCN(C1)C1=NC=C(C=C1)NC1=NC=C(C(=N1)NC=1C=CC2=C(NC(O2)=O)C1)C)P(OCC)(OCC)=O